ClC=1C=C(C=C2C(=C(C=NC12)C#N)NC1=CC(=C(C=C1)F)Cl)N[C@H](C=1N=NN(C1)C1COC1)C=1N=C(SC1)N1CCOCC1 (S)-8-chloro-4-((3-chloro-4-fluorophenyl)amino)-6-(((2-morpholinothiazol-4-yl)(1-(oxetan-3-yl)-1H-1,2,3-triazol-4-yl)methyl)amino)quinoline-3-carbonitrile